(R)-6-((3-fluoroazetidin-1-yl)methyl)-2-(3-(1-(4-methyl-4H-1,2,4-triazol-3-yl)propan-2-yl)phenyl)-4-(trifluoromethyl)isoindolin-1-one FC1CN(C1)CC1=CC(=C2CN(C(C2=C1)=O)C1=CC(=CC=C1)[C@@H](CC1=NN=CN1C)C)C(F)(F)F